COCOC=1C=CC(=C(C1)B1OC(C(O1)(C)C)(C)C)C=1SC=CC1 2-(5-(methoxymethoxy)-2-(thiophen-2-yl)phenyl)-4,4,5,5-tetramethyl-1,3,2-dioxaborolane